COC1=C(C=C2C(=NC=NC2=C1)C#C[Si](C)(C)C)NC(CC)=O N-(7-methoxy-4-((trimethylsilyl)ethynyl)quinazolin-6-yl)propionamide